The molecule is an L-threonine derivative in which L-threonine is linked via its nitrogen to C-6 of the non-reducing-end galactose residue of 3-O-acetyl-alpha-D-galacto-hexodialdo-1,5-pyranosyl-(1->3)-N-acetyl-acetamido-2-deoxy-beta-D-galactosamine; an important threonine-containing epitope of the Proteus penneri O-specific polysaccharide. It has a role as an epitope. It is an amino disaccharide and a L-threonine derivative. C[C@H]([C@@H](C(=O)O)NC(=O)[C@@H]1[C@@H]([C@@H]([C@H]([C@H](O1)O[C@@H]2[C@H]([C@@H](O[C@@H]([C@@H]2O)CO)O)NC(=O)C)O)OC(=O)C)O)O